(trimethoxysilyl)undecanamide CO[Si](OC)(OC)C(C(=O)N)CCCCCCCCC